C(C)(C)(C)OC(N(CC1=C(N=C2N1C=CC(=C2)C)C)C2=CC(=NC=1N2N=CC1C(C)C)Cl)=O (5-chloro-3-isopropylpyrazolo[1,5-a]pyrimidin-7-yl)((2,7-dimethylimidazo[1,2-a]pyridin-3-yl)methyl)carbamic acid tert-butyl ester